ON1CCC2(CC1)COC1=C3CNC(C3=CC=C12)=O hydroxy-6-oxo-6,8-dihydro-2H,7H-spiro[furo[2,3-e]isoindole-3,4'-piperidin]